3-(7-(2-(4-(4-(4-((5-(Benzyloxy)-2-(4-fluorophenyl)-3-methyl-1H-indol-1-yl)-methyl)phenoxy)butyl)piperazin-1-yl)-2-oxoethoxy)-1-methyl-1H-indazol-3-yl)piperidine-2,6-dione C(C1=CC=CC=C1)OC=1C=C2C(=C(N(C2=CC1)CC1=CC=C(OCCCCN2CCN(CC2)C(COC=2C=CC=C3C(=NN(C23)C)C2C(NC(CC2)=O)=O)=O)C=C1)C1=CC=C(C=C1)F)C